tert-butyl N-[(3R)-7-bromo-8-fluoro-1,1,4-trioxo-3,5-dihydro-2H-1λ6,5-benzothiazepin-3-yl]carbamate BrC=1C(=CC2=C(NC([C@H](CS2(=O)=O)NC(OC(C)(C)C)=O)=O)C1)F